1-[(3R,4S)-3-fluoro-4-[(2-{3-[(4-methanesulfonyl-2-methoxyphenyl)amino]prop-1-yn-1-yl}-1-(2,2,2-trifluoroethyl)-1H-indol-4-yl)amino]piperidin-1-yl]propan-1-one F[C@@H]1CN(CC[C@@H]1NC1=C2C=C(N(C2=CC=C1)CC(F)(F)F)C#CCNC1=C(C=C(C=C1)S(=O)(=O)C)OC)C(CC)=O